FC=1C=C(C=C(C1)OCC(C)C)C1=CC=C(C(=N1)N1CCC(CC1)C)C(=O)NS(=O)(=O)C1=NC(=CC=C1)CO 6-(3-Fluoro-5-isobutoxyphenyl)-N-[[6-(hydroxymethyl)-2-pyridyl]sulfonyl]-2-(4-methyl-1-piperidyl)pyridin-3-carboxamid